CC(=CC(=O)S(=O)(=O)[O-])C.[NH4+] ammonium dimethylacrylsulfonate